ClC=1C(=CC(=NC1)N(C)C)[C@@H](C)NC([C@@H](C)N1C(C2=CC(=CC=C2C1)C1=NC(=NC=C1Cl)NC1CCOCC1)=O)=O (2R)-N-[(1R)-1-[5-chloro-2-(dimethylamino)pyridin-4-yl]ethyl]-2-(6-{5-chloro-2-[(oxan-4-yl)amino]pyrimidin-4-yl}-1-oxo-2,3-dihydro-1H-isoindol-2-yl)propanamide